BrC=1C=2N(C=C(C1)CC)C=C(N2)\C=N\[S@](=O)C(C)(C)C (R,E)-N-((8-bromo-6-ethylimidazo[1,2-a]pyridin-2-yl)methylene)-2-methylpropane-2-sulfinamide